7-chloro-6-fluoro-1-[4-methyl-2-(propan-2-yl)pyridin-3-yl]pyrido[2,3-d]pyrimidine-2,4(1H,3H)-dione ClC=1C(=CC2=C(N(C(NC2=O)=O)C=2C(=NC=CC2C)C(C)C)N1)F